COC1=CC=C(CN(S(=O)(=O)C2CC2)C2=NC=CC(=N2)C(C(=O)[O-])C(C)C)C=C1.[K+] Potassium 2-(2-(N-(4-methoxybenzyl)cyclopropanesulfonamido)pyrimidin-4-yl)-3-methylbutanoate